OCC1=CC=C(COCC2=CC=C(O2)CO)O1 bis-(5-hydroxymethylfurfuryl) ether